ClC=1C=CC(=C(C1)[C@@H]1[C@H](C1)C(=O)NC1=NC=CC=2C1=CN(N2)CC=2N=C1N(C=C(C=C1)C1CC1)C2)[N+](=O)[O-] |r| rac-(1S*,2S*)-2-(5-chloro-2-nitrophenyl)-N-(2-((6-cyclopropyl-imidazo[1,2-a]pyridin-2-yl)methyl)-2H-pyrazolo[4,3-c]pyridin-4-yl)cyclopropane-1-carboxamide